indol-4-yl 3-(2-acetoxy-4,6-dimethylphenyl)-3-methylbutanoate formate salt C(=O)O.C(C)(=O)OC1=C(C(=CC(=C1)C)C)C(CC(=O)OC1=C2C=CNC2=CC=C1)(C)C